C(C)(C)(C)C(N(C(=O)OCCOCCN)C=1C2=C(N=C(N1)Cl)C(=C(S2)C[C@H](C)NC(=O)OC(C)(C)C)C)C2=C(C=NC=C2F)F 2-(aminoethoxy)ethanol tert-Butyl-N-[6-[(2S)-2-(tert-butoxycarbonylamino)propyl]-2-chloro-7-methyl-thieno[3,2-d]pyrimidin-4-yl]-N-[(3,5-difluoro-4-pyridyl)methyl]carbamate